NC1=NC=2C=CC(=CC2C2=C1C=NN2C)C(=O)N(N(C)C(=O)C2(CC2)C(F)F)CC2=NC=C(C=C2)C(F)(F)F 4-amino-N'-(1-(difluoromethyl)cyclopropane-1-carbonyl)-N',1-dimethyl-N-((5-(trifluoromethyl)pyridin-2-yl)methyl)-1H-pyrazolo[4,3-c]quinoline-8-carbohydrazide